ClC1=CC=C(C=C1)C1=C(CCC(C1)(C)C)CN1CCN(CC1)C1=CC=C(C=C1)S(=O)(=O)NC(=O)C1=NOC(=C1C)C N-([4-[4-[[2-(4-chlorophenyl)-4,4-dimethylcyclohexen-1-yl]methyl]piperazin-1-yl]phenyl]sulfonyl)-4,5-dimethylisoxazole-3-carboxamide